CS(=O)(=O)N1CCN(CC1)C1=NC=CC=N1 (4-methanesulfonyl-piperazin-1-yl)-pyrimidine